C[C@@H]1CC2=NN3C(C=4N(CCC3)C=NN4)=C2CN1C(=O)OC(C)(C)C (11R)-tert-butyl 11-methyl-6,7,10,11-tetrahydro-5H-pyrido[4',3':3,4]pyrazolo[1,5-a][1,2,4]triazolo[3,4-c][1,4]-diazepine-12(13H)-carboxylate